ClC1=C(C=CC2=C1C(=N[C@H](C=1N2C(=NN1)C)C)C1=C(C=CC=C1F)F)C(F)(F)F (4S)-7-chloro-6-(2,6-difluorophenyl)-1,4-dimethyl-8-(trifluoromethyl)-4H-[1,2,4]Triazolo[4,3-a][1,4]Benzodiazepine